COC1=C(C=CC=C1C1=NN(C=N1)C)NC1=CC(=NC=C1C(CC)=O)NC1=CC=C(C=N1)N1C(C=CC=C1)=O 6'-((4-((2-methoxy-3-(1-methyl-1H-1,2,4-triazol-3-yl)phenyl)amino)-5-propionylpyridin-2-yl)amino)-2H-[1,3'-bipyridin]-2-one